(S)-tert-butyl methyl((8-(pyridin-4-yl)chroman-4-yl)methyl)carbamate CN(C(OC(C)(C)C)=O)C[C@H]1CCOC2=C(C=CC=C12)C1=CC=NC=C1